[Si].[Cr].[Ni].[Cu] Copper-nickel-chromium-silicon